O=C1N(CC2=C(C=CC=C12)NC1CC(CCC1)NC1=NC=CC(=N1)N1CCC(CC1)N1N=CC(=C1)C1=NC2=CC=CC=C2N=C1)C1C(NC(CC1)=O)=O 3-(1-oxo-4-((3-((4-(4-(4-(quinoxalin-2-yl)-1H-pyrazol-1-yl)piperidin-1-yl)pyrimidin-2-yl)amino)cyclohexyl)amino)isoindolin-2-yl)piperidine-2,6-dione